C1(=CC=CC=C1)[B-](C1=CC=CC=C1)(C1=CC=CC=C1)C1=CC=CC=C1.C(C)[NH+](CC)CC triethylammonium tetra(phenyl)borate salt